(R,S)-7-(Cyclopropylamino)-5-((3-((methylsulfonyl)methyl)-4-(piperidin-3-yl)phenyl)amino)pyrazolo[1,5-a]pyrimidin C1(CC1)NC1=CC(=NC=2N1N=CC2)NC2=CC(=C(C=C2)[C@@H]2CNCCC2)CS(=O)(=O)C